N-(3-(1H-imidazol-2-yl)phenyl)-5-((tetrahydro-2H-pyran-4-yl)amino)pyrazolo[1,5-a]pyrimidine-3-carboxamide N1C(=NC=C1)C=1C=C(C=CC1)NC(=O)C=1C=NN2C1N=C(C=C2)NC2CCOCC2